O1CCN(CC1)CC=1NC2=CC(=CC=C2C1)CNC(=O)C=1N=C2N(C(C1)=O)C=CC=C2 N-[[2-(morpholinomethyl)-1H-indol-6-yl]methyl]-4-oxo-pyrido[1,2-a]pyrimidine-2-carboxamide